COC1=CC=CC(=C1C1=C(C=CC=C1OC)P(C1=CC=CC=C1)C1=CC=CC=C1)P(C1=CC=CC=C1)C1=CC=CC=C1 (-)-(6,6'-dimethoxybiphenyl-2,2'-diyl)bis(diphenylphosphine)